C(C)(C)(C)C1=CC(=C(C(=C1)C)S(=O)(=O)NC1=CC(=CC(=C1)C(F)(F)F)OCCN(C)C)C 4-(Tert-butyl)-N-(3-(2-(dimethylamino)ethoxy)-5-(trifluoromethyl)phenyl)-2,6-dimethylbenzenesulfonamide